2-mercapto-4-methyl-1,3-thiazol-5-yl-acetic acid SC=1SC(=C(N1)C)CC(=O)O